COC1=NC=CC(=C1)C=1OC=C(N1)C(=O)O 2-(2-methoxypyridin-4-yl)oxazole-4-carboxylic acid